COC1=CC=C(C=2SC(=CC21)C(=O)N(C(C)C2=CN=CO2)CCC(=O)NC)C2=CC=NN2C 4-methoxy-7-(1-methyl-1H-pyrazol-5-yl)-N-(3-(methylamino)-3-oxopropyl)-N-(1-(oxazol-5-yl)ethyl)benzo[b]thiophene-2-carboxamide